6-bromo-1-oxo-1,2,3,4-tetrahydroisoquinoline BrC=1C=C2CCNC(C2=CC1)=O